ClC=1NN(C(=CC1)Cl)CCC1=CC=C(C=C1)Cl 3,6-Dichloro-N-[2-(4-chlorophenyl)ethyl]pyridazin